1-((1S,2S)-1-aminoformimidoyl-2-methylcyclopropyl)-5-((S)-2,2-dimethyltetrahydro-2H-pyran-4-yl)-1H-indole-2-carboxylic acid ethyl ester C(C)OC(=O)C=1N(C2=CC=C(C=C2C1)[C@@H]1CC(OCC1)(C)C)[C@@]1([C@H](C1)C)C(=N)N